C1=CC=CC=2C=3C=C4C(=CC3C(C12)=O)C1=CC=CC=C1C4=O indeno[1,2-b]Fluorene-6,12-dione